OC=1C=C(C2=C(OCOC2=O)C1C1=C(C=CC(=C1)C)C(=C)C)CCCCC 7-hydroxy-8-(5-methyl-2-(prop-1-en-2-yl)phenyl)-5-pentyl-4H-benzo[d][1,3]dioxin-4-one